5-chloro-2,4',4'-trimethyl-7,8-dihydro-6H-spiro[[1,3]oxazolo[5,4-f]quinazoline-9,1'-cyclohexane]-7-one ClC=1C=C2C(=C3C1NC(NC31CCC(CC1)(C)C)=O)OC(=N2)C